methyl 4-oxo-5-[(1s,4s)-4-[(2-hydroxyethyl)(methyl)carbamoyl]cyclohexyl]-2-{[2-(trimethylsilyl)ethoxy]methyl}-2H,4H,5H-pyrazolo[4,3-c]pyridine-7-carboxylate O=C1N(C=C(C=2C1=CN(N2)COCC[Si](C)(C)C)C(=O)OC)C2CCC(CC2)C(N(C)CCO)=O